4-Amino-1-(3-chloropyridin-2-yl)-7-cyclopropylquinazolin-2(1H)-one NC1=NC(N(C2=CC(=CC=C12)C1CC1)C1=NC=CC=C1Cl)=O